ethyl 2-benzyloxy-3,3-difluoro-pent-4-enoate C(C1=CC=CC=C1)OC(C(=O)OCC)C(C=C)(F)F